BrC1=CC(=C2C=CC=NC2=C1O)CN1CCN(CC1)C=1SC=C(N1)Br 7-bromo-5-((4-(4-bromothiazol-2-yl)piperazin-1-yl)methyl)quinolin-8-ol